N-(4-(4-(6-methyl-2-(pyrrolidin-1-yl)pyrimidin-4-yl)-1H-pyrazol-1-yl)-3-(6-azaspiro[2.5]octane-6-yl)phenyl)-2-hydroxyethane-1-sulfonamide CC1=CC(=NC(=N1)N1CCCC1)C=1C=NN(C1)C1=C(C=C(C=C1)NS(=O)(=O)CCO)N1CCC2(CC2)CC1